4-(1-{N-methyl-5-[(3-chloro-4-fluorophenyl)carbamoyl]-4H,5H,6H,7H-pyrazolo[1,5-a]pyrazine-3-amido}cyclopropyl)benzoic acid CN(C(=O)C=1C=NN2C1CN(CC2)C(NC2=CC(=C(C=C2)F)Cl)=O)C2(CC2)C2=CC=C(C(=O)O)C=C2